3-(5-Chlorofuran-2-yl)-N-methyl-1-(4-(trifluoromethyl)phenyl)-1H-indole-5-sulfonamide ClC1=CC=C(O1)C1=CN(C2=CC=C(C=C12)S(=O)(=O)NC)C1=CC=C(C=C1)C(F)(F)F